4-(((trans-4-(6-Cyano-5-methoxypyridin-2-yl)cyclohexyl)methyl)(3-(1-isopropyl-1H-pyrazol-4-yl)phenyl)carbamoyl)cyclohexyl methylcarbamate CNC(OC1CCC(CC1)C(N(C1=CC(=CC=C1)C=1C=NN(C1)C(C)C)C[C@@H]1CC[C@H](CC1)C1=NC(=C(C=C1)OC)C#N)=O)=O